NC=1C(=CC=C2C(C=C(OC12)C(=O)NCC1(CCC(CC1)(F)F)O)=O)F 8-amino-N-[(4,4-difluoro-1-hydroxy-cyclohexyl)methyl]-7-fluoro-4-oxo-chromene-2-carboxamide